2-Methyl-pyrimidine-4-carboxylic acid {3-[5-(6-ethyl-pyridin-3-yl)-[1,3,4]oxadiazol-2-yl]-adamantan-1-yl}-amide C(C)C1=CC=C(C=N1)C1=NN=C(O1)C12CC3(CC(CC(C1)C3)C2)NC(=O)C2=NC(=NC=C2)C